2-amino-7-bromoimidazo[1,2-a]pyridine NC=1N=C2N(C=CC(=C2)Br)C1